Cl.NC\C=C(\CN1N=NC2=C1C=C(C=C2C=2C=NN(C2)CCO)C(F)(F)F)/F (Z)-2-(4-(1-(4-amino-2-fluorobut-2-en-1-yl)-6-(trifluoromethyl)-1H-benzo[d][1,2,3]triazol-4-yl)-1H-pyrazol-1-yl)ethan-1-ol hydrochloride